2-((Bis(1-hydroxy-4-(trifluoromethyl)-1,3-dihydrobenzo[c][1,2]oxaborol-6-yl)(oxo)-λ6-sulfanylidene)amino)acetic acid OB1OCC2=C1C=C(C=C2C(F)(F)F)S(=O)(C=2C=C(C1=C(B(OC1)O)C2)C(F)(F)F)=NCC(=O)O